2-bromo-5-methyl-N1,N1-di(naphthalen-1-yl)-N3,N3-diphenylbenzene-1,3-diamine BrC1=C(C=C(C=C1N(C1=CC=CC=C1)C1=CC=CC=C1)C)N(C1=CC=CC2=CC=CC=C12)C1=CC=CC2=CC=CC=C12